FC1=C2CC(CC2=CC(=C1)OCCS(=O)(=O)C)CNCCC1CN(C(O1)=O)C1=NC2=C(OCC(N2)=O)N=C1 6-[5-[2-[[4-fluoro-6-(2-methanesulfonylethoxy)-2,3-dihydro-1H-inden-2-yl]methylamino]ethyl]-2-oxo-1,3-oxazolidin-3-yl]-4H-pyrazino[2,3-b][1,4]oxazin-3-one